FC=1C(=NC=CC1)OC(=O)C=1N=C2N(C3=C(C=NC2C)C=C(C=C3)C(F)(F)F)C1C 3-fluoro-2-pyridyl-1,4-dimethyl-8-(trifluoromethyl)-4H-imidazo[1,2-a][1,4]benzodiazepine-2-carboxylate